4-(4-(4,5-bis((pentadecyloxy)methyl)-1,3-dioxolan-2-yl)butyl)morpholine C(CCCCCCCCCCCCCC)OCC1OC(OC1COCCCCCCCCCCCCCCC)CCCCN1CCOCC1